O2-benzyl O1-tert-butyl (2S,4R)-4-[3-[1-(2,6-dioxo-3-piperidyl)-3-methyl-2-oxo-benzimidazol-5-yl] propoxy]pyrrolidine-1,2-dicarboxylate O=C1NC(CCC1N1C(N(C2=C1C=CC(=C2)CCCO[C@@H]2C[C@H](N(C2)C(=O)OC(C)(C)C)C(=O)OCC2=CC=CC=C2)C)=O)=O